FC(C[C@H](C)NC(OCC1CC(C1)C=1C=NC(=NC1)NC1=C(C=C(C=C1)S(N)(=O)=O)F)=O)(F)F ((1s,3R)-3-(2-((2-fluoro-4-sulfamoylphenyl)amino)pyrimidin-5-yl)cyclobutyl)methyl ((S)-4,4,4-trifluorobutan-2-yl)carbamate